(R)-6-bromo-2-(3-(1-(4-methyl-4H-1,2,4-triazol-3-yl)propan-2-yl)phenyl)-4-(trifluoromethyl)isoindolin-1-one BrC1=CC(=C2CN(C(C2=C1)=O)C1=CC(=CC=C1)[C@@H](CC1=NN=CN1C)C)C(F)(F)F